7'-(3-Hydroxypropoxy)-1',1'-dioxido-2,3,5,6-tetrahydrospiro[pyran-4,4'-pyrido[2,3-b][1,4,5]oxathiazepin] OCCCOC=1C=CC2=C(OC3(C=NS2(=O)=O)CCOCC3)N1